S(=O)(=O)(ON1[C@@H]2CC[C@H](N(C1=O)C2)C(NC(CCN2CCNCC2)=O)=N)O (2S,5R)-7-oxo-2-(N-(3-(piperazin-1-yl) propanoyl) carbamimidoyl)-1,6-diazabicyclo[3.2.1]octan-6-yl hydrogen sulfate